NC1=NC=CC2=C1N(C(N2[C@@H]2CNCC(C2)(C)C)=O)C2=CC=C(C=C2)OC2=CC=CC=C2 (S)-4-amino-1-(5,5-dimethylpiperidin-3-yl)-3-(4-phenoxyphenyl)-1,3-dihydro-2H-imidazo[4,5-C]pyridin-2-one